NCC1=C(N=C(S1)C1=CC(=NN1CCCO)C)C1=NC(=CC2=C1C=NN2C)C(=O)N 4-{5-(aminomethyl)-2-[1-(3-hydroxypropyl)-3-methyl-1H-pyrazol-5-yl]-1,3-thiazol-4-yl}-1-methyl-1H-pyrazolo[4,3-c]pyridine-6-carboxamide